[N+](=O)([O-])C1=CC=C(C=C1)C=1N=NN(N1)C1=CC=CC=C1 5-(4-nitrophenyl)-2-phenyl-2H-tetrazole